2-methyl-4-((2-methylpyridin-3-yl)oxy)aniline CC1=C(N)C=CC(=C1)OC=1C(=NC=CC1)C